CN1C(N(C2=C3C(=NC=C21)NC(=C3C=3C=C2C=NN(C2=CC3)C)C=3C=NN(C3)C)C3CCOCC3)=O 3-Methyl-8-(1-methyl-1H-indazol-5-yl)-7-(1-methyl-1H-pyrazol-4-yl)-1-(tetrahydro-2H-pyran-4-yl)-3,6-dihydroimidazo[4,5-d]pyrrolo[2,3-b]pyridin-2(1H)-one